4-(2,6-difluorobenzyl)-2-(2-phenoxythiazol-5-yl)-2,4-dihydro-3H-1,2,4-triazol-3-one FC1=C(CN2C(N(N=C2)C2=CN=C(S2)OC2=CC=CC=C2)=O)C(=CC=C1)F